2-oxo-6-(4-((4-phenylpiperazin-1-yl)methyl)benzyl)benzo[cd]indol O=C1NC2=CC=C(C=3C2=C1C=CC3)CC3=CC=C(C=C3)CN3CCN(CC3)C3=CC=CC=C3